CC1(CC(NCC1)=S)C 4,4-dimethylpiperidine-2-thione